FC1(CCN(CC1)CC#N)F 2-(4,4-Difluoropiperidin-1-yl)acetonitrile